BrC1=CC=C(C=C1)C1(COCC(N1)=O)C 5-(4-bromophenyl)-5-methylmorpholine-3-one